[N+](=O)([O-])C=1C=CC2=CN3C(N=C2C1)CCC3 6-nitro-2,3-dihydropyrrolo[2,1-b]quinazoline